COC1=C2C=CC=CC2=C(C2=CC=CC=C12)C1=CC=C(C=C1)C12CC3(CC(CC(C1)(C3)C3=CC=C(C=C3)C=3C1=CC=CC=C1C(=C1C=CC=CC31)OC)(C2)C2=CC=C(C=C2)C=2C3=CC=CC=C3C(=C3C=CC=CC23)OC)C2=CC=C(C=C2)C=2C3=CC=CC=C3C(=C3C=CC=CC23)OC 1,3,5,7-tetrakis(4-(10-methoxyanthracene-9-yl)phenyl)adamantane